FC1(CC(C1)NC1CCC(CC1)N(C1=C2CN(C(C2=CC=C1)=O)C1C(NC(CC1)=O)=O)CCCC(F)(F)F)F 3-(4-(((1r,4r)-4-((3,3-difluorocyclobutyl)amino)cyclohexyl)(4,4,4-trifluorobutyl)amino)-1-oxoisoindolin-2-yl)piperidine-2,6-dione